ClC1=CC=C2C(=CNC2=C1)/C(/C#N)=C/C=1C=NC=CC1OC (Z)-2-(6-chloro-1H-indol-3-yl)-3-(4-methoxypyridin-3-yl)acrylonitrile